4-(((6-amino-5-(4-phenoxyphenyl)pyrimidin-4-yl)amino)methyl)-4-fluoropiperidin NC1=C(C(=NC=N1)NCC1(CCNCC1)F)C1=CC=C(C=C1)OC1=CC=CC=C1